C(CC(O)(C(=O)O)CC(=O)O)(=O)O.C(C)(=O)O acetic acid, citric acid salt